C(=C)C(C1=CC=CC=C1)NCCC[SiH2]CCN N-(vinylbenzyl)-2-aminoethyl-3-aminopropylsilane